C[C@H]1NCCOC1 |r| racemic-3-methylmorpholine